CC=1N(C=CN1)CCCN(CCCCCC(=O)OCC(CCCCCCCC)CCCCCC)CCCCCC(=O)OCC(CCCCCCCC)CCCCCC bis(2-hexyldecyl) 6,6'-((3-(2-methyl-1H-imidazol-1-yl)propyl)azanediyl)dihexanoate